ClC1=CC=C(C=C1)CC(=O)N1CC2(C1)CN(C2)CCCC2=CC=C(C=C2)OC 2-(4-chlorophenyl)-1-(6-(3-(4-methoxyphenyl)propyl)-2,6-diazaspiro[3.3]heptan-2-yl)ethanone